F[C@H]1C[C@H](N2N=C(N=C21)SC2=CC=CC=C2)C2=CC=CC=C2 (5S,7S)-7-fluoro-5-phenyl-2-(phenylsulfanyl)-6,7-dihydro-5H-pyrrolo[1,2-b][1,2,4]triazole